FC1=CC=C(C=C1)NC(=O)C1=C(CN(N(C1=O)C(=O)OC(C)(C)C)C=1C=NC(=CC1)C(F)(F)F)S tert-butyl 5-((4-fluorophenyl)carbamoyl)-4-mercapto-6-oxo-2-(6-(Trifluoromethyl)pyridin-3-yl)-2,3-dihydropyridazine-1(6H)-carboxylate